chloroethyl (((S)-2,2-dimethyl-1,3-dioxolan-4-yl) methyl) carbonate C(OCCCl)(OC[C@H]1OC(OC1)(C)C)=O